BrC1=CC=CC=2N=C(OC21)Cl 7-bromo-2-chlorobenzo[d]oxazole